(2S)-5,5-dimethyl-2-{[(pyrimidin-4-yl)methyl]amino}hexanoic acid CC(CC[C@@H](C(=O)O)NCC1=NC=NC=C1)(C)C